FC1=CC=C(CC2=NC(=CC(=C2)C(C)(C)NC(OCC2=CC=CC=C2)=O)C(CNC(=O)C2=CC(=NN2C)N2N=CC=C2)(C)O)C=C1 benzyl (2-(2-(4-fluorobenzyl)-6-(2-hydroxy-1-(1'-methyl-1'H-[1,3'-bipyrazole]-5'-carboxamido)propan-2-yl)pyridin-4-yl)propan-2-yl)carbamate